N,N-dimethyl-γ-aminopropyl-trimethoxysilane CN(CCC[Si](OC)(OC)OC)C